CC=1NC(=CC1)CC1C=CC2=C(C(=C(C(=C12)C)C)C)C 2-methyl-5-((4,5,6,7-tetramethyl-1H-inden-1-yl)methyl)-1H-pyrrole